ClC=1C(=NC=CN1)C(C)NCC1=C(C=C(C=C1)OC)OC 1-(3-chloropyrazin-2-yl)-N-(2,4-dimethoxybenzyl)ethan-1-amine